C1=CC=CC=2C3=CC=CC=C3C(C12)COC(=O)N[C@H](C(=O)O)CC1=CC=C(C=C1)C1=NN=CN1COCC[Si](C)(C)C (S)-2-((((9H-fluoren-9-yl)methoxy)carbonyl)amino)-3-(4-(4-((2-(trimethylsilyl)ethoxy)methyl)-4H-1,2,4-triazol-3-yl)phenyl)propanoic acid